3,5-dinitrobenzyl 2-aminocyclopentane-1-carboxylate NC1C(CCC1)C(=O)OCC1=CC(=CC(=C1)[N+](=O)[O-])[N+](=O)[O-]